(5R,5'R)-5,5'-di-tert-butyl-4,4',5,5'-tetrahydro-2,2'-bioxazole C(C)(C)(C)[C@@H]1CN=C(O1)C=1O[C@@H](CN1)C(C)(C)C